tert-butyl (3aR,5r,6aS)-5-((((1R,3R,5S)-3-(5-(oxetan-3-yl)isoxazole-3-carboxamido)-8-azabicyclo[3.2.1]octan-8-yl) sulfonyl)methyl)hexahydrocyclopenta[c]pyrrole-2(1H)-carboxylate O1CC(C1)C1=CC(=NO1)C(=O)NC1C[C@H]2CC[C@@H](C1)N2S(=O)(=O)CC2C[C@@H]1[C@@H](CN(C1)C(=O)OC(C)(C)C)C2